N-ethyl-8-((4-isopropylphenyl)sulfonyl)-N-methyl-1-oxa-8-azaspiro[4.5]decan-3-amine C(C)N(C1COC2(C1)CCN(CC2)S(=O)(=O)C2=CC=C(C=C2)C(C)C)C